7-(8-Methoxy-2-methylimidazo[1,2-b]pyridazin-6-yl)-2-[(3R,4R)-3-fluoro-4-piperidyl]thiazolo[3,2-a]pyrimidin-5-on COC=1C=2N(N=C(C1)C=1N=C3N(C(C1)=O)C=C(S3)[C@H]3[C@H](CNCC3)F)C=C(N2)C